C(C1=CC=CC=C1)OC1=CN(CC=2C=CNCC21)SC 4-(benzyloxy)-2-(methylthio)-5,6-dihydropyrido[3,4-d]pyridine